methyl 7-formyl-8-hydroxyimidazo[1,2-a]pyridine-5-carboxylate C(=O)C1=C(C=2N(C(=C1)C(=O)OC)C=CN2)O